CSC1=CC=C(C=C1)COC1=NN=C(S1)N 5-((4-(methylsulfanyl)phenyl)methoxy)-1,3,4-thiadiazol-2-amine